3-iodo-1-methylpyridin IC=1CN(C=CC1)C